BrC1=CC=CC(=N1)OCCCCO 4-[(6-bromo-2-pyridinyl)oxy]butan-1-ol